N(C(=N)N)C1=CC(=C(C(=O)OC=2C=3N(C(=CC2)CC(=O)O)N=CN3)C=C1)C(F)(F)F 2-(8-(4-guanidino-2-(trifluoromethyl)benzoyloxy)-[1,2,4]triazolo[1,5-a]pyridin-5-yl)acetic acid